8-({4-[1-isopropyl-4-(trifluoromethyl)imidazol-2-yl]phenyl}methyl)-2-(methylsulfanyl)pyrido[2,3-d]pyrimidin-7-one C(C)(C)N1C(=NC(=C1)C(F)(F)F)C1=CC=C(C=C1)CN1C(C=CC2=C1N=C(N=C2)SC)=O